ClC1=C2C(=NC=C1)N(C=C2C2=NSC=C2C)COCC[Si](C)(C)C 2-[[4-chloro-3-(4-methylisothiazol-3-yl)pyrrolo[2,3-b]pyridin-1-yl]methoxy]ethyl-trimethyl-silane